N-(2-chloro-3-methylphenyl)acetamide ethyl-5,5-dichloro-2-(3,4-dichlorophenyl)pent-4-enoate C(C)OC(C(CC=C(Cl)Cl)C1=CC(=C(C=C1)Cl)Cl)=O.ClC1=C(C=CC=C1C)NC(C)=O